C(=O)C=1C=NN2C1CN(CC2)C(=O)OCCCC butyl 3-formyl-6,7-dihydropyrazolo[1,5-a]pyrazine-5(4H)-carboxylate